6-(4-fluorophenyl)-7-((1-methyl-1H-pyrazol-5-yl)methoxy)quinazolin-4(3H)-one FC1=CC=C(C=C1)C=1C=C2C(NC=NC2=CC1OCC1=CC=NN1C)=O